Cl.BrC=1C=NC(=NC1)C1(CCC1)N 1-(5-bromopyrimidin-2-yl)cyclobutanamine hydrochloride